FC1=C(C(=CC=C1NS(=O)(=O)C=1C(=NC=C(C1)F)OC)F)C=1N=CC=2N(C1)C=NC2C=2NC1=C(N2)C=CC(=C1)C(=O)OC methyl 2-[6-[2,6-difluoro-3-(5-fluoro-2-methoxypyridine-3-sulfonamido)phenyl]imidazo[1,5-a]pyrazin-1-yl]-3H-1,3-benzodiazole-5-carboxylate